CO[Si](C(CCCCCN(CC)CC)[SiH2]CNCCC[Si](OCC)(OCC)C)(OC)OC 1-trimethoxysilyl-6-(diethylamino)(methyldiethoxysilylpropylamino)methylsilylhexane